C(CCCCCCCCC)C(C)(C)CCCCCCCCCC 2,2-didecylpropane